2-((methyl(pentyl)amino)methyl)benzoic acid CN(CCCCC)CC1=C(C(=O)O)C=CC=C1